(2R,3R,4R,5S)-2-(hydroxymethyl)-1-(((R)-1-(6-(trifluoromethyl)pyridin-2-yl)pyrrolidin-3-yl)methyl)piperidine-3,4,5-triol OC[C@H]1N(C[C@@H]([C@H]([C@@H]1O)O)O)C[C@@H]1CN(CC1)C1=NC(=CC=C1)C(F)(F)F